O1CCCCC1 tetrahydro-2H-pyrane